CC1(CC=2C(=NC=CN2)C(O1)=O)C 7,7-dimethyl-7,8-dihydro-5H-pyrano[3,4-b]pyrazin-5-one